C1(CC1)NC(C1=C(C=C(C=C1OC)C1=CN=C2N1C=CC(=C2)OC[C@H]2CN(CCC2)C2COC2)OC(F)F)=O N-cyclopropyl-2-(difluoromethoxy)-6-methoxy-4-[7-[[(3R)-1-(oxetan-3-yl)-3-piperidyl]methoxy]imidazo[1,2-a]pyridin-3-yl]benzamide